N1(CCC1)C1=CC(=NC=2N1N=C(C2)Br)C(=O)OC methyl 7-(azetidin-1-yl)-2-bromopyrazolo[1,5-a]pyrimidine-5-carboxylate